4-(1-methyl-4,7-dioxo-3,7-dihydropyrido[3,4-d]pyridazin-6(4H)-yl)piperidine CC=1C=2C(C(NN1)=O)=CN(C(C2)=O)C2CCNCC2